OC=1C=C2C\C(\C(C2=CC1O)=O)=C/C=1C=CC=C2C=CC=NC12 (E)-5,6-dihydroxy-2-(quinolin-8-ylmethylene)-2,3-dihydro-1H-inden-1-one